C(C)(C)C1=C(C(=CC=C1)C(C)C)N1C(C=2C=C(C3=C4C2C(C1=O)=CC(=C4C=4C=1C2=C(C(N(C(C2=CC4OC4=CC=CC=C4)=O)C4=C(C=CC=C4C(C)C)C(C)C)=O)C=C(C31)OC3=CC=CC=C3)OC3=CC=CC=C3)OC3=CC=CC=C3)=O 2,9-bis(2,6-diisopropylphenyl)-5,6,12,13-tetraphenoxyanthra[2,1,9-def:6,5,10-d'e'f']diisoquinoline-1,3,8,10(2H,9H)tetraone